C(CCCCCCCCCCCCC)(=O)OC[C@@H](CNC(=O)OC(C)(C)C)OC(CCCCCCCCCCCCC)=O (R)-3-((tert-butoxycarbonyl)amino)propane-1,2-diyl ditetradecanoate